C(C1=CC=C(C=C1)N1C(C=CC1=O)=O)C1=CC=C(C=C1)N1C(C=CC1=O)=O 1,1'-(methylenebis(4,1-phenylene))bis(1H-pyrrole-2,5-dione)